3,4,9,10-perylenetetracarboxylic acid imide sulfide C1=CC(=C2C(=CC=C3C4=CC=C(C=5C(=CC=C(C1=C23)C45)C(=O)O)C(=O)O)C(=O)O)C(O)=[NH+][S-]